(2S,3S,4S,5R,6S)-3,4,5-triacetoxy-6-(((4aR,10aR)-7-hydroxy-1-propyl-1,2,3,4,4a,5,10,10a-octahydrobenzo[g]quinolin-6-yl)oxy)tetrahydro-2H-pyran-2-carboxylic acid C(C)(=O)O[C@@H]1[C@H](O[C@H]([C@@H]([C@H]1OC(C)=O)OC(C)=O)OC1=C(C=CC2=C1C[C@H]1CCCN([C@@H]1C2)CCC)O)C(=O)O